CC=1N=CSC1C(=O)OCC 4-methyl-5-thiazolecarboxylic acid, ethyl ester